2-[5-({3-[1-(cyanomethyl)-4-[(1,1-dioxo-thian-4-yl)amino]-1H-indol-2-yl]prop-2-yn-1-yl}amino)pyridin-2-yl]-2-methylpropanenitrile C(#N)CN1C(=CC2=C(C=CC=C12)NC1CCS(CC1)(=O)=O)C#CCNC=1C=CC(=NC1)C(C#N)(C)C